FC1=CC=C(C=C1)[C@@H](C(C)(C)C1=CC(=C(C(=C1)OC)[C@H]1C=C([C@@H]2C([C@H]1C2)(C)C)CO)OC)CCCCC ((1S,4S,5S)-4-(4-((S)-3-(4-fluorophenyl)-2-methyloctan-2-yl)-2,6-dimethoxyphenyl)-6,6-dimethylbicyclo[3.1.1]hept-2-en-2-yl)methanol